[N+](=O)([O-])C1=CC=C(OC(=O)OC[C@H]2N(CCC2)C(=O)OCC2=CC=C(C=C2)NC(CNC(=O)OC(C)(C)C)=O)C=C1 [4-(2-{[(tert-butoxy)carbonyl]amino}acetamido)phenyl]methyl (2S)-2-({[(4-nitrophenoxy)carbonyl]oxy}methyl)pyrrolidine-1-carboxylate